N-(4-chloro-2-propoxybenzyl)-1-(piperidin-4-yl)methanamine ClC1=CC(=C(CNCC2CCNCC2)C=C1)OCCC